ClC1=NC(=C(C(=N1)Cl)Cl)CSC 2,4,5-trichloro-6-[(methylsulfanyl)methyl]Pyrimidine